9,9-bis{4-(3,4-dicarboxyphenoxy)phenyl}fluorene piperazine-N,N'-bis-dithiocarboxylate N1(CCN(CC1)C(=S)S)C(=S)S.C(=O)(O)C=1C=C(OC2=CC=C(C=C2)C2(C3=CC=CC=C3C=3C=CC=CC23)C2=CC=C(C=C2)OC2=CC(=C(C=C2)C(=O)O)C(=O)O)C=CC1C(=O)O